4-(1H-pyrazolo[3,4-b]pyridin-5-yl)morpholine N1N=CC=2C1=NC=C(C2)N2CCOCC2